5-amino-3-cyano-1-(2,6-Dichloro-4-trifluoromethylphenyl)pyrazole NC1=CC(=NN1C1=C(C=C(C=C1Cl)C(F)(F)F)Cl)C#N